[2-(2-aminoethyl)phenyl]palladium chloride NCCC1=C(C=CC=C1)[Pd]Cl